(7S)-2-Benzyl-7-methyl-3-[(3S)-pyrrolidin-3-yl]-3H,6H,7H,8H,9H-imidazo[4,5-f]chinolin C(C1=CC=CC=C1)C=1N(C=2C(=C3CC[C@@H](NC3=CC2)C)N1)[C@@H]1CNCC1